C(C)OC=1C=C(OCCNC(CNC2=CC=CC=C2)=N)C=CC1 N-[2-(3-ethoxyphenoxy)ethyl]-2-(phenylamino)-Ethanimidamide